5-(tert-butyl)-1,3-dioxol-2-one C(C)(C)(C)C1=COC(O1)=O